N=1C=CN2CCOC3=C(C21)C=CC=N3 5,6-Dihydroimidazo[1,2-d]pyrido[3,2-f][1,4]oxazepine